(2S,5S)-23-(2,5-dioxo-2,5-dihydro-1H-pyrrol-1-yl)-2,5-dimethyl-4,7,20-trioxo-10,13,16-trioxa-3,6,19-triazatricosan-1-oic acid O=C1N(C(C=C1)=O)CCCC(NCCOCCOCCOCCC(N[C@H](C(N[C@H](C(=O)O)C)=O)C)=O)=O